[4-[7-(3-amino-8-fluoroisoquinolin-1-yl)-6-chloroquinazolin-4-yl]piperazin-1-yl]prop-2-en-1-one NC=1N=C(C2=C(C=CC=C2C1)F)C1=C(C=C2C(=NC=NC2=C1)N1CCN(CC1)C(C=C)=O)Cl